(2R,3R,4R,5S)-3,4,5-tris(benzyloxy)-2-methyl-1-phenethylpiperidine C(C1=CC=CC=C1)O[C@@H]1[C@H](N(C[C@@H]([C@H]1OCC1=CC=CC=C1)OCC1=CC=CC=C1)CCC1=CC=CC=C1)C